C(C)C(C=C)(CC)O 3-ethylpent-1-en-3-ol